FC(C12CC(C1)(C2)S(=O)(=O)F)(F)F 3-(trifluoromethyl)bicyclo[1.1.1]pentane-1-sulfonyl fluoride